tetramethyl-methylimidazolium C[N+]1(C(N(C=C1)C)(C)C)C